3-(2,4,5-trifluorophenoxy)azetidine hydrochloride Cl.FC1=C(OC2CNC2)C=C(C(=C1)F)F